C(C1=CC=CC=C1)C(C(=O)O)(C(=O)O)OC[C@H]1O[C@H]([C@@H]([C@@]1(O)C#C)O)N1C2=NC(=NC(=C2N=C1)NCCCO)Cl 2-benzyl-2-(((2R,3S,4R,5R)-5-(2-chloro-6-((3-hydroxypropyl)amino)-9H-purin-9-yl)-3-ethynyl-3,4-dihydroxytetrahydrofuran-2-yl)methoxy)malonic acid